C(C)(C)(C)OC(=O)NCC#CC1=CC=CC2=C1N(C(=N2)CNC(OCC2=CC=CC=C2)=O)COCC[Si](C)(C)C benzyl [(7-{3-[(tert-butoxycarbonyl)amino]prop-1-yn-1-yl}-1-{[2-(trimethylsilyl)ethoxy]methyl}-1H-benzimidazol-2-yl)methyl]carbamate